vanillin isobutyrate (4-formyl-2-methoxyphenyl-2-methylpropionate) C(=O)C1=CC(=C(C=C1)C(C(=O)O)(C)C)OC.C(C(C)C)(=O)O.O=CC1=CC(OC)=C(O)C=C1